(S)-1-((2-(2-Hydroxypropan-2-yl)quinolin-6-yl)methyl)pyrrolidin OC(C)(C)C1=NC2=CC=C(C=C2C=C1)CN1CCCC1